ethyl 4-(6-{[4-(2-amino-8-methoxy-4-quinazolinyl)-1H-1,2,3-triazol-1-yl] methyl}-2-pyridyl)-1-piperidinecarboxylate NC1=NC2=C(C=CC=C2C(=N1)C=1N=NN(C1)CC1=CC=CC(=N1)C1CCN(CC1)C(=O)OCC)OC